FC(C1=C(C(=O)C=2C=C(NC2)C2=NC3=C(N2)C=C(C=C3)N3CCN(CC3)C(=O)OC(C)(C)C)C=CC=C1)(F)F tert-butyl 4-(2-(4-(2-(trifluoromethyl)benzoyl)-1H-pyrrol-2-yl)-1H-benzo[d]imidazol-6-yl)piperazine-1-carboxylate